N-cyclopropyl-3,4-diaminopyridine C1(CC1)N1CC(=C(C=C1)N)N